C(C)(C)(C)N1N=CC(=C1)C(=O)NCC=1SC(=NN1)C=1N=C2N(C=CC=C2N[C@H]2[C@H](CN(CC2)C)F)C1CC(F)(F)F 1-(tert-butyl)-N-((5-(8-(((3S,4R)-3-fluoro-1-methylpiperidin-4-yl)amino)-3-(2,2,2-trifluoroethyl)imidazo[1,2-a]pyridin-2-yl)-1,3,4-thiadiazol-2-yl)methyl)-1H-pyrazole-4-carboxamide